N-(4-(trifluoromethyl)phenyl)-7-oxabicyclo[2.2.1]heptane-2-carboxamide FC(C1=CC=C(C=C1)NC(=O)C1C2CCC(C1)O2)(F)F